C(C)(C)(C)P(C1=C(C=CC=C1)C1=C(C=CC=C1)C)C(C)(C)C 2-ditertbutylphosphino-2'-methylbiphenyl